4-methyl-3-(8-(methylamino)-[1,2,4]triazolo[1',5':1,6]pyrido[2,3-d]pyrimidin-4-yl)phenol CC1=C(C=C(C=C1)O)C1=CC=2C(=NC(=NC2)NC)N2C1=NC=N2